N-(1-((1R,4R)-4-((3,9-diazaspiro[5.5]undecan-3-yl)methyl)cyclohexyl)-3-(difluoromethyl)-1H-pyrazol-4-yl)-5-morpholinopyrazolo[1,5-a]pyrimidine-3-carboxamide C1CN(CCC12CCNCC2)CC2CCC(CC2)N2N=C(C(=C2)NC(=O)C=2C=NN1C2N=C(C=C1)N1CCOCC1)C(F)F